ClCC(C1=CN=C(S1)Cl)NS(=O)C(C)(C)C N-[2-chloro-1-(2-chlorothiazol-5-yl)ethyl]-2-methylpropan-2-sulfinamide